1-(2-{[2-(1H-1,3-Benzimidazol-2-yl)ethyl]amino}ethyl)-N-{5H,6H,7H-cyclopenta[b]pyridin-7-yl}-1H-pyrazole-4-carboxamide trihydrochloride Cl.Cl.Cl.N1C(=NC2=C1C=CC=C2)CCNCCN2N=CC(=C2)C(=O)NC2CCC=1C2=NC=CC1